BrC=1C=CC=2N(C1)C(=CN2)CCNC(OC(C)(C)C)=O tert-butyl (2-(6-bromoimidazo[1,2-a]pyridin-3-yl)ethyl)carbamate